6-{5-[(4-{2-[(2,3-dihydro-1H-inden-2-yl)amino]pyrimidin-5-yl}piperazin-1-yl)methyl]-4,5-dihydro-1,2-oxazol-3-yl}-2,3-dihydro-1,3-benzoxazol-2-one C1C(CC2=CC=CC=C12)NC1=NC=C(C=N1)N1CCN(CC1)CC1CC(=NO1)C1=CC2=C(NC(O2)=O)C=C1